C(CCCCCCC(C)C)C=1C(=C(C=CC1)P([O-])([O-])[O-])CCCCCCCC(C)C Di-iso-decylphenylphosphit